2,6-Dimethoxy-4-(4-phenyl-5-(thiophen-2-yl)-1H-imidazol-2-yl)phenyl dimethylcarbamate CN(C(OC1=C(C=C(C=C1OC)C=1NC(=C(N1)C1=CC=CC=C1)C=1SC=CC1)OC)=O)C